4-Amino-2-(3,4-dihydroisoquinolin-2(1H)-yl)cyclopentan-1-ol NC1CC(C(C1)O)N1CC2=CC=CC=C2CC1